(1r,2r)-1,2-cyclopentanediamine [C@@H]1([C@@H](CCC1)N)N